NC1=NC=CC(=C1F)CC=1C(=C(C(=C(C(=O)NOCCCCC=C)C1)NC1=C(C=C(C=C1)I)F)F)F 5-((2-amino-3-fluoropyridin-4-yl)methyl)-3,4-difluoro-2-((2-fluoro-4-iodophenyl)amino)-N-(hex-5-en-1-yloxy)benzamide